CNC(=O)C1=CC(=CN(C1=O)CC=1C=CC=C2CCCNC12)C(=O)O 5-(methylcarbamoyl)-6-oxo-1-((1,2,3,4-tetrahydroquinolin-8-yl)methyl)-1,6-dihydropyridine-3-carboxylic acid